picoline (picoline) salt N1=C(C=CC=C1)C.N1=C(C=CC=C1)C